ClC1=CC=C(C=C1)[C@@]1(N(C(C2=CC(=CC(=C12)F)C(CC)(O)C1(CCN(CC1)C)F)=O)CC1=NC=C(C=N1)Cl)OC (3R)-3-(4-Chlorophenyl)-2-[(5-chloropyrimidin-2-yl)methyl]-4-fluoro-6-[1-(4-fluoro-1-methylpiperidin-4-yl)-1-hydroxypropyl]-3-methoxy-2,3-dihydro-1H-isoindol-1-on